1-(2-(2-((5-chlorothiophen-2-yl)methyl)-4-methylphenoxy)ethyl)-4-methylpiperazine ClC1=CC=C(S1)CC1=C(OCCN2CCN(CC2)C)C=CC(=C1)C